CC1=C(OC=2CC3(C4=CN(N=C4C21)CC2=NC=CC=C2)CC3)C(=O)NC[C@H]3OCCC3 8'-Methyl-2'-(pyridin-2-ylmethyl)-N-[(2S)-tetrahydrofuran-2-ylmethyl]-2',5'-dihydrospiro[cyclopropan-1,4'-furo[2,3-g]indazol]-7'-carboxamid